FC1=CC(=C(C=N1)C=1C=NC=2N(C1)C=C(N2)COC2=CC=CC=C2)C 6-(6-fluoro-4-methyl-3-pyridinyl)-2-phenoxymethylimidazo[1,2-a]pyrimidine